2-(1-(2-((2,4-Dichloro-5-isopropoxyphenyl)amino)-2-oxoethyl)cyclopentyl)-acetic acid ClC1=C(C=C(C(=C1)Cl)OC(C)C)NC(CC1(CCCC1)CC(=O)O)=O